5'-fluorospiro[cyclopentane-1,3'-indoline]-2'-one FC=1C=C2C3(C(NC2=CC1)=O)CCCC3